Cl[Si]Cl bis-chloro-silicon